ClC=1N=C(C2=C(N1)C(=C(N=C2)Cl)F)Cl 2,4,7-Trichloro-8-fluoropyrido[4,3-D]pyrimidine